1,2-anhydro-2-C-ethynyl-3,5-bis(4-methylbenzoyl)-α-D-ribofuranose C(#C)[C@@]12[C@H](O[C@@H]([C@]2(O)C(C2=CC=C(C=C2)C)=O)C(O)C(C2=CC=C(C=C2)C)=O)O1